7-(8-fluoro-7-(8-fluoronaphthalen-1-yl)-2-((hexahydro-1H-pyrrolizin-7a-yl)methoxy)pyrido[4,3-d]pyrimidin-4-yl)-1,3,7-triazaspiro[4.5]decane-2,4-dione FC1=C(N=CC2=C1N=C(N=C2N2CC1(C(NC(N1)=O)=O)CCC2)OCC21CCCN1CCC2)C2=CC=CC1=CC=CC(=C21)F